6-(m-methylphenyl)morpholin-3-one CC=1C=C(C=CC1)C1OCC(NC1)=O